CC(CCOC[C@H](NC(CCC=C)=O)C(=O)O)(C)OC1OCCCC1 O-(3-methyl-3-((tetrahydro-2H-pyran-2-yl)oxy)butyl)-N-(pent-4-enoyl)-L-serinic acid